C(C)(=O)O[C@@H]1[C@H](O[C@@H]([C@H]([C@@H]1OC(C1=CC=CC=C1)=O)OC(C1=CC=CC=C1)=O)COC(C1=CC=CC=C1)=O)O[C@@H]1[C@@H]([C@H](OCC=C)O[C@@H]([C@H]1OC(C1=CC=CC=C1)=O)CO[C@@H]1[C@@H](OC(C)=O)[C@@H](OC(C2=CC=CC=C2)=O)[C@H](OC(C2=CC=CC=C2)=O)[C@H](O1)COC(C1=CC=CC=C1)=O)OC(C1=CC=CC=C1)=O Allyl 2-O-acetyl-3,4,6-tri-O-benzoyl-α-D-mannopyranosyl-(1→3)-[2-O-acetyl-3,4,6-tri-O-benzoyl-α-D-mannopyranosyl-(1→6)]-2,4-di-O-benzoyl-β-D-mannopyranoside